C(C)C1=NC(=C(C=C1NC(=O)C=1C=NN(C1C(F)(F)F)C1=CC=CC=2N1C=CN2)CC)N2N=CC=N2 N-(2,5-Diethyl-6-(2H-1,2,3-triazol-2-yl)pyridin-3-yl)-1-(imidazo[1,2-a]-pyridin-5-yl)-5-(trifluoromethyl)-1H-pyrazol-4-carboxamid